C(C=C)N1C(C=2N=C(N=CC2C1=O)NC1=NC=C(C(=C1)N[C@H](CO)C1=CC=CC=C1)C1=NC=NO1)(C)C (S)-6-allyl-2-((4-((2-hydroxy-1-phenylethyl)amino)-5-(1,2,4-oxadiazol-5-yl)pyridin-2-yl)amino)-7,7-dimethyl-6,7-dihydro-5H-pyrrolo[3,4-d]pyrimidin-5-one